water carbon nitrogen [N].[C].O